FC1=C(C=CC=C1)S(=O)(=O)NNC(=O)C=1C=C(C=C(C1)C)C1=NC=CC(=C1)CNC(C#C)=O N-((2-(3-(2-((2-fluorophenyl)sulfonyl)hydrazine-1-carbonyl)-5-methylphenyl)pyridin-4-yl)methyl)propiolamide